bis-Fmoc-diaminoacetic acid C(=O)(OCC1C2=CC=CC=C2C2=CC=CC=C12)N(C(C(=O)O)N)C(=O)OCC1C2=CC=CC=C2C2=CC=CC=C12